4-(3-(azetidin-1-yl)propyl)-1H-benzo[d]Imidazole N1(CCC1)CCCC1=CC=CC=2NC=NC21